P(=S)([O-])([O-])[O-].N1N=NC2=C1C=CC=C2.[NH4+].[NH4+].[NH4+] ammonium benzotriazole thiophosphate salt